C1(=CC=CC=C1)C=1C2=CC=CC=C2C(=C2C=CC=CC12)C1=CC=CC=C1 9,10-Diphenylanthracen